2-((1S,2S)-1-(2-chloro-5-fluorophenyl)-1-(1,3-dimethyl-1H-pyrazol-4-yl)propan-2-yl)-5-hydroxy-N-(isoxazol-4-yl)-1-methyl-6-oxo-1,6-dihydropyrimidine-4-carboxamide ClC1=C(C=C(C=C1)F)[C@@H]([C@H](C)C=1N(C(C(=C(N1)C(=O)NC=1C=NOC1)O)=O)C)C=1C(=NN(C1)C)C